Glycidyl-oxypropyltriethoxysilan C(C1CO1)OCCC[Si](OCC)(OCC)OCC